F[C@H](CN1C(C2=CC=C(C=C2C1)NC(=O)C=1C=NN2C1N=CC=C2)=O)C(C)(C)O (R)-N-(2-(2-fluoro-3-hydroxy-3-methylbutyl)-1-oxoisoindolin-5-yl)pyrazolo[1,5-a]pyrimidine-3-carboxamide